3-(pyridin-4-yl)-2,5-dihydro-1H-pyrrole-1-carboxylic acid tert-butyl ester C(C)(C)(C)OC(=O)N1CC(=CC1)C1=CC=NC=C1